N1C=NC2=C1C=CC(=C2)N2C(OCC2C2=CC=C(C=C2)C2CCC(CC2)OC)=O 3-(1H-Benzo[d]imidazol-5-yl)-4-(4-(4-methoxycyclohexyl)phenyl)oxazolidin-2-on